FC1=C(CC=2NC(=NN2)C(=O)NC2=NC=CC(=C2)C2=C(C=CC(=C2)OCC2CCOCC2)C(F)(F)F)C=CC=C1 5-(2-fluorobenzyl)-N-(4-(5-((tetrahydro-2H-pyran-4-yl)methoxy)-2-(trifluoromethyl)phenyl)pyridin-2-yl)-4H-1,2,4-triazole-3-carboxamide